C(C)C1(CCC(CC1)CNC1=C(C=C(C=C1)S(=O)(=O)NC(C1=C(C=CC=C1)OC=1C=C2C(=NC1)NC=C2)=O)[N+](=O)[O-])O N-[(4-{[(cis-4-ethyl-4-hydroxycyclohexyl)methyl]amino}-3-nitrophenyl)sulfonyl]-2-(1H-pyrrolo[2,3-b]pyridin-5-yloxy)benzamide